propylbenzoquinone C(CC)C=1C(C=CC(C1)=O)=O